(S)-ethyl 2-(5-(1-(isoquinolin-4-yl)-N-(1-phenyl-2,5,8,11,14-pentaoxahexadecan-16-yl)piperidine-3-carboxamido)-2-oxopyridin-1(2H)-yl)acetate C1=NC=C(C2=CC=CC=C12)N1C[C@H](CCC1)C(=O)N(CCOCCOCCOCCOCCOCC1=CC=CC=C1)C=1C=CC(N(C1)CC(=O)OCC)=O